The molecule is an epoxide obtained by formal epoxidation of the double bond in the cyclohexene moiety of queuine. It is an epoxide and a pyrrolopyrimidine. It derives from a queuine. It is a conjugate base of an epoxyqueuine(1+). C1=C(C2=C(N1)N=C(NC2=O)N)CN[C@@H]3[C@H]([C@H]([C@H]4[C@@H]3O4)O)O